4-(((2,2-Difluoroethyl)-(methyl)amino)methyl)-N'-(1,2,3,5,6,7-hexahydro-s-indacen-4-ylcarbamoyl)-benzenesulfonimidamide FC(CN(C)CC1=CC=C(C=C1)S(=O)(N)=NC(NC1=C2CCCC2=CC=2CCCC12)=O)F